{4-[6-amino-5-(2-trifluoromethyl-benzyloxy)-pyridin-3-yl]-phenyl}-[(2R)-2-pyrrolidin-1-ylmethyl-pyrrolidin-1-yl]-methanone NC1=C(C=C(C=N1)C1=CC=C(C=C1)C(=O)N1[C@H](CCC1)CN1CCCC1)OCC1=C(C=CC=C1)C(F)(F)F